(S)-dibenzyl (2-(3,5-dichloro-4-(8-chloro-5-(2-hydroxy-3-(methylamino)-3-oxopropoxy)-2-methyl-4-oxo-1,6-naphthyridin-1(4H)-yl)phenoxy)ethyl) phosphate P(=O)(OCC1=CC=CC=C1)(OCC1=CC=CC=C1)OCCOC1=CC(=C(C(=C1)Cl)N1C(=CC(C2=C(N=CC(=C12)Cl)OC[C@@H](C(=O)NC)O)=O)C)Cl